5-amino-8-(2-(hydroxymethyl)-6-methylpyridin-4-yl)-7-phenyl-[1,2,4]triazolo[4,3-c]pyrimidin-3(2H)-one NC1=NC(=C(C=2N1C(NN2)=O)C2=CC(=NC(=C2)C)CO)C2=CC=CC=C2